CC=1OC2=C(N1)C=C(C=C2)OC2=CC=C(N=N2)N2CCC(CC2)N 1-(6-((2-methylbenzo[d]oxazol-5-yl)oxy)pyridazin-3-yl)piperidin-4-amine